(octahydro-5H-pyrrolo[3,2-c]pyridin-5-yl)methanone N1CCC2CN(CCC21)C=O